NC1=NC=C(C2=C1C=NN2C2OCCCC2)NC(C(=O)N(CC2=CC=CC=C2)CC=2C=C(C=CC2)N(C(OC(C)(C)C)=O)C)=O tert-butyl N-[3-[[[2-[(4-amino-1-tetrahydropyran-2-yl-pyrazolo[4,3-c]pyridin-7-yl)amino]-2-oxo-acetyl]-benzyl-amino]methyl]phenyl]-N-methyl-carbamate